C(C(C)C)OC(=O)NCC1=C(N=NN1C)C1=CC=C(C(=N1)C(F)(F)F)O[C@@H]1C[C@H](CCC1)C(=O)O (1S,3S)-3-((6-(5-(((isobutoxy-carbonyl)amino)methyl)-1-methyl-1H-1,2,3-triazol-4-yl)-2-(trifluoro-methyl)pyridin-3-yl)oxy)cyclohexane-1-carboxylic acid